(4-oxo-3,4-dihydro-phthalazine-1-yl)benzonitrile O=C1NN=C(C2=CC=CC=C12)C1=C(C#N)C=CC=C1